ClC=1C(=NC(=NC1)NC1=CC=C(C=C1)N1CCN(CC1)CCO)NC1=C(C#N)C(=CC=C1)OCC1=C(C=CC=C1)F 2-((5-chloro-2-((4-(4-(2-hydroxyethyl)piperazin-1-yl)phenyl)amino)pyrimidin-4-yl)amino)-6-((2-fluorobenzyl)oxy)benzonitrile